BrC1=CC(=C2C(=C(C=NC2=C1)S(=O)(=O)NC1=CC=C(C=C1)OC)Cl)F 7-bromo-4-chloro-5-fluoro-N-(4-methoxyphenyl)quinoline-3-sulfonamide